6-nitro-2,3-dihydroimidazo[2,1-b]oxazole [N+](=O)([O-])C=1N=C2OCCN2C1